1-cyclopropyl-1H-indol-3-ylpyrimidin-2-amine C1(CC1)N1C=C(C2=CC=CC=C12)C1=NC(=NC=C1)N